(S)-2-(4-(3-chloro-4-((3,5-difluoropyridin-2-yl)methoxy)-5',6-dimethyl-2-oxo-2H-[1,4'-bipyridine]-2'-yl)thiazol-2-yl)-N,2-dimethylpropanamide ClC=1C(N(C(=CC1OCC1=NC=C(C=C1F)F)C)C1=CC(=NC=C1C)C=1N=C(SC1)C(C(=O)NC)(C)C)=O